C(C1=CC=CC=C1)OC(=O)N[C@H]1C[C@H](C[C@@H](C1)O)C(=O)OC Methyl (1R,3S,5S)-3-{[(benzyloxy)carbonyl]amino}-5-hydroxycyclohexane-1-carboxylate